Histaminyl-Cholesterol hemisuccinat C(CCC(=O)O)(=O)O.N(CCC1=CNC=N1)CC(C)CCC[C@@H](C)[C@H]1CC[C@H]2[C@@H]3CC=C4C[C@@H](O)CC[C@]4(C)[C@H]3CC[C@]12C.N(CCC1=CNC=N1)CC(C)CCC[C@@H](C)[C@H]1CC[C@H]2[C@@H]3CC=C4C[C@@H](O)CC[C@]4(C)[C@H]3CC[C@]12C